8-(1-Ethyl-1H-pyrazol-4-yl)-7-methoxy-1-(3-methoxypyridin-4-yl)-3-methyl-1,3-dihydroimidazo[4,5-c]quinolin-2-one C(C)N1N=CC(=C1)C1=CC=2C3=C(C=NC2C=C1OC)N(C(N3C3=C(C=NC=C3)OC)=O)C